F[B-](F)(F)F.ClC=1N(C2=C([N+]1C(C)C)C=CC=C2)C(C)C 2-Chloro-1,3-diisopropyl-benzimidazolium tetrafluoro-borat